O=C([C@H](O)[C@@H](O)[C@H](O)[C@H](O)CO)[2H] D-glucose-d